BrC=1C=C(C=CC1C)C(C)=O 1-(3-bromo-4-methylphenyl)ethanone